C(C)(C)C=1C2=C(NC1)C=CS2 6-isopropyl-4H-thieno[3,2-b]Pyrrole